4,5-dihydroxy-2-(hydroxymethyl)valeric acid OC(CC(C(=O)O)CO)CO